di-(ethyl octyl) phosphate P(=O)(OC(CCCCCCC)CC)(OC(CCCCCCC)CC)[O-]